FC(C=1C=CC(=C(C(=O)N[C@H](C(C(=O)NC)=O)C[C@H]2C(N[C@@H](C2)C)=O)C1)NC(=O)C1(CC1)C(F)(F)F)F 5-(difluoromethyl)-N-[(1S)-3-(methylamino)-1-[[(3S,5R)-5-methyl-2-oxo-pyrrolidin-3-yl]methyl]-2,3-dioxo-propyl]-2-[[1-(trifluoromethyl)cyclopropane-carbonyl]amino]benzamide